racemic-tert-butyl (1S,2R,3R,5R)-3-[(5-chloropyrazin-2-yl)amino]-2-fluoro-1,5-dimethyl-8-azabicyclo[3.2.1]octane-8-carboxylate ClC=1N=CC(=NC1)N[C@H]1[C@H]([C@@]2(CC[C@](C1)(N2C(=O)OC(C)(C)C)C)C)F |r|